ClC=1C2=C(N=C(N1)C)C=NC(=C2)N2[C@H](CN(CC2)C(=O)[O-])C (S)-4-(4-chloro-2-methylpyrido[3,4-d]pyrimidin-6-yl)-3-methylpiperazine-1-carboxylate